2-(3,5-dibromo-4-methoxyphenyl)-N-(2-(dimethylamino)ethyl)acetamide BrC=1C=C(C=C(C1OC)Br)CC(=O)NCCN(C)C